C(C)(C)OCC1=CC(=NC=C1)NC=1SC2=NC(=CC=C2N1)C=1C=NNC1 N-(4-(isopropoxymethyl)pyridin-2-yl)-5-(1H-pyrazol-4-yl)thiazolo[5,4-b]pyridin-2-amine